ClC1=CC(=C(N=N1)C=1C(=NC(=NC1)OC)OC)N1N=CC=C1 6-chloro-3-(2,4-dimethoxypyrimidin-5-yl)-4-(1H-pyrazol-1-yl)pyridazine